BrCC(CBr)(COCOC)CBr 1,3-dibromo-2-(bromomethyl)-2-((methoxymethoxy)methyl)propane